C(C)(=O)[O-].[Pd+2].P(=O)([O-])([O-])O.[K+] potassium phosphate Palladium(II) acetate